[N+](=O)([O-])C=1C=CC(=NC1)C(=O)NC1=NC=CC=N1 5-nitro-N-(pyrimidin-2-yl)picolinamide